3-(But-3-en-1-yl-(t-butoxycarbonyl)amino)propionic acid ethyl ester C(C)OC(CCN(C(=O)OC(C)(C)C)CCC=C)=O